7-bromo-2-((1S,2S)-2-(4-methylpyrimidin-2-yl)cyclopropyl)quinolin-4(1H)-one BrC1=CC=C2C(C=C(NC2=C1)[C@@H]1[C@H](C1)C1=NC=CC(=N1)C)=O